6-methyl-3-morpholino-7-(2,3,5-trifluorophenyl)pyrazolo[5,1-b]Thiazole-2-carboxylic acid potassium salt [K+].CC1=NN2C(SC(=C2N2CCOCC2)C(=O)[O-])=C1C1=C(C(=CC(=C1)F)F)F